BrC=1C(=NC(=NC1)C1CC1)C(=O)O 5-bromo-2-cyclopropyl-4-pyrimidinecarboxylic acid